[C@@H]1([C@H](O)[C@H](O)[C@@H](O)[C@@H](O1)C)O[C@H]1[C@@H](O[C@H]([C@@H]([C@H]1O)O)C)OC(C(C(CCCCCCC)O)C(C(CCCCCCCC)O)=O)=O α-L-Rhamnosyl-(1-2)-α-L-Rhamnosyl-β-hydroxydecanoyl-β-hydroxydecanoat